OCCOC1=C(C=C(C=C1C)C1=NC2=CC=CC=C2C(N1)=O)C 2-(4-(2-hydroxyethoxy)-3,5-dimethylphenyl)quinazolin-4(3H)-one